OC1=C2C=CC(=CC2=CC=C1)C=O 5-HYDROXYNAPHTHALENE-2-CARBOXALDEHYDE